FC1=CC=C(CN2N=C(C=3CN(CC(C32)C)C(=O)C=3NC=CC3)C(=O)NC3=CC(=CC=C3)C=O)C=C1 1-(4-fluorobenzyl)-N-(3-formylphenyl)-7-methyl-5-(1H-pyrrole-2-carbonyl)-4,5,6,7-tetrahydro-1H-pyrazolo[4,3-c]pyridine-3-carboxamide